CS(=O)C1=NC(=CC(=N1)C=1SC=CC1)C(F)(F)F 2-(methylsulfinyl)-4-(thiophen-2-yl)-6-(trifluoromethyl)pyrimidine